C(CCCCCCCCCCC)N1N=NC(=C1)C(CO)CO 2-(1-dodecyl-1H-1,2,3-triazol-4-yl)-1,3-dihydroxypropan